C(C)(=O)N1CCC(CC1)(OCC)C=1C(N(C2=C(C(=NC(=C2C1)N[C@H](C)C1=C(C(=CC=C1)C(F)F)F)C)OC1CCN(CC1)C)C)=O (R)-3-(1-acetyl-4-ethoxypiperidin-4-yl)-5-((1-(3-(difluoromethyl)-2-fluorophenyl)ethyl)amino)-1,7-dimethyl-8-((1-methylpiperidin-4-yl)oxy)-1,6-naphthyridin-2(1H)-one